triphenyl-phosphonium bisulfate S([O-])(O)(=O)=O.C1(=CC=CC=C1)[PH+](C1=CC=CC=C1)C1=CC=CC=C1